2-(2-fluoro-6-nitrophenyl)acetaldehyde FC1=C(C(=CC=C1)[N+](=O)[O-])CC=O